3-((2-bromo-6-chloro-1-(1-ethyl-1H-pyrazol-4-yl)-7-fluoro-1H-indol-3-yl)thio)propanoic acid BrC=1N(C2=C(C(=CC=C2C1SCCC(=O)O)Cl)F)C=1C=NN(C1)CC